N-((2-(6-(2-ethyl-5-fluoro-4-hydroxyphenyl)-1H-indazol-3-yl)-1H-indazol-4-yl)methyl)-1-methyl-1H-pyrazole-4-carboxamide C(C)C1=C(C=C(C(=C1)O)F)C1=CC=C2C(=NNC2=C1)N1NC2=CC=CC(=C2C1)CNC(=O)C=1C=NN(C1)C